NCC=1C=C2C=C(N(C2=CC1)CCC(F)F)CN1CN(C=C1)C 3-((5-(aminomethyl)-1-(3,3-difluoropropyl)-1H-indol-2-yl)methyl)-1-methyl-1,3-dihydro-2H-imidazole